ClC1=CC(=C(CC2C(N([C@H](CO2)C)CC2=CC=C(C=C2)OC)=O)C(=C1)C)I (5S)-2-(4-chloro-2-iodo-6-methylbenzyl)-4-(4-methoxybenzyl)-5-methylmorpholin-3-one